8-(2,2-dimethylcyclopropyl)oct-2-enoic acid (E)-methyl ester COC(\C=C\CCCCCC1C(C1)(C)C)=O